4-(5-(1,1,1,3,3,3-hexafluoro-2-hydroxypropan-2-yl)pyridin-2-yl)benzaldehyde FC(C(C(F)(F)F)(O)C=1C=CC(=NC1)C1=CC=C(C=O)C=C1)(F)F